4-((2,5-dimethylphenyl)sulfonylamino)-N-(4-phenylthiazol-2-yl)benzamide CC1=C(C=C(C=C1)C)S(=O)(=O)NC1=CC=C(C(=O)NC=2SC=C(N2)C2=CC=CC=C2)C=C1